C(C)(=O)OC1=C(C=C(C=C1)F)[C@H](C=1NC2=CC=CC=C2C1)NC(=O)C=1C=C(C=CC1)C1=CC=C(C=C1)N1CCN(CC1)C(C)=O (R)-2-((4'-(4-acetylpiperazine-1-yl)-[1,1'-biphenyl]-3-carboxamido)(1H-indole-2-yl)methyl)-4-fluorophenyl acetate